C(C1=CC=CC=C1)OC(=O)N1CCN(CC1)CCOC1=NC(=NC=C1)N1C2CN(CC1CC2)C(=O)OC(C)(C)C Tert-Butyl 8-[4-[2-(4-benzyloxycarbonylpiperazin-1-yl)ethoxy]pyrimidin-2-yl]-3,8-diazabicyclo[3.2.1]octane-3-carboxylate